FC(C(=O)O)(F)F.C(#N)CC(N1N=CC(=C1)C=1C2=C(N=CN1)NC=C2)C=2C=C(C(=O)NC1=CC=C(C=C1)OC)C=CC2 3-{2-cyano-1-[4-(7H-pyrrolo-[2,3-d]pyrimidin-4-yl)-1H-pyrazol-1-yl]ethyl}-N-(4-methoxyphenyl)benzamide trifluoroacetate